1-(2,6-dichlorophenyl)-4-((4-(1-methyl-4-(trifluoromethyl)-1H-imidazol-2-yl)phenyl)amino)-1H-pyrazole-3-carboxamide ClC1=C(C(=CC=C1)Cl)N1N=C(C(=C1)NC1=CC=C(C=C1)C=1N(C=C(N1)C(F)(F)F)C)C(=O)N